ClC1=CC2=C(C(OC2=O)=O)C=C1C(=O)C1=CC2=C(C(OC2=O)=O)C=C1Cl 5-Chloro-6-(6-chloro-1,3-dioxo-2-benzofuran-5-carbonyl)-2-benzofuran-1,3-dione